Tetradecanoic acid 1-{7-[4-(4-benzo[b]thiophen-4-ylpiperazin-1-yl)butoxy]-2-oxo-3,4-dihydro-2H-quinolin-1-yl}ethyl ester S1C2=C(C=C1)C(=CC=C2)N2CCN(CC2)CCCCOC2=CC=C1CCC(N(C1=C2)C(C)OC(CCCCCCCCCCCCC)=O)=O